(R)-6-(1-Isopropyl-1H-pyrazol-3-yl)-4-(3-methoxypiperidin-1-yl)-5-methyl-2-(1-methyl-1H-imidazol-2-yl)thieno[2,3-d]pyrimidine C(C)(C)N1N=C(C=C1)C1=C(C2=C(N=C(N=C2N2C[C@@H](CCC2)OC)C=2N(C=CN2)C)S1)C